CN1C2=C(N(C[C@@H]3[C@@H](C1=O)N(C(C3)=O)C3=NC(=CC(=C3)C(F)(F)F)C)CCN3CCN(CC3)C)C=CC=C2 (3ar,11as)-10-methyl-1-(6-methyl-4-(trifluoromethyl)pyridin-2-yl)-5-(2-(4-methylpiperazin-1-yl)ethyl)-1,3a,4,5,10,11a-hexahydro-2H-benzo[b]pyrrolo[2,3-f][1,4]diazocine-2,11(3H)-dione